OCC/C(/C(=O)N)=C\C hydroxyethyl-crotonamide